S1C2=C(C(=C1)C1=CC(=CC(=N1)N1N=CC=3C(=NC(=CC31)C=3C=NC=CC3OC)C)N3[C@@H]([C@H](C3)CS(=O)(=O)C)C)C=CC=C2 1-(6-(Benzo[b]thiophen-3-yl)-4-((2R,3S)-2-methyl-3-((methylsulfonyl)methyl)azetidin-1-yl)pyridin-2-yl)-6-(4-methoxypyridin-3-yl)-4-methyl-1H-pyrazolo[4,3-c]pyridine